3,3-dimethyl-N-(2-{5-[5-(trifluoromethyl)-1,2,4-oxadiazol-3-yl]pyridin-2-yl}-1-[3-(trifluoromethyl)phenyl]ethyl)butanamide CC(CC(=O)NC(CC1=NC=C(C=C1)C1=NOC(=N1)C(F)(F)F)C1=CC(=CC=C1)C(F)(F)F)(C)C